COC(C1=CC(=C(C(=C1)OC)OC)OC)=O 3,4,5-trimethoxybenzoic acid methyl ester